CC1=CC=2C=3N(C(=NC2C(=C1)C(C)=O)N1CCCCC1)C=NN3 1-(9-methyl-5-(piperidin-1-yl)-[1,2,4]triazolo[4,3-c]quinazolin-7-yl)ethan-1-one